Methyl pyridazine-6-carboxylate N1=NC=CC=C1C(=O)OC